methyl 2-cyclobutoxy-5-nitrobenzoate C1(CCC1)OC1=C(C(=O)OC)C=C(C=C1)[N+](=O)[O-]